tri-n-butyl-stannyl chloride C(CCC)[Sn](CCCC)(CCCC)Cl